COC([C@H]([C@H](C)OC)NC(=O)OC(C)(C)C)=O (2S,3S)-2-(tert-butoxycarbonylamino)-3-methoxy-butyric acid methyl ester